C1(CCCC1)C1=CC(=NN1)NC=1C2=C(N=C(N1)N1C3CC(C1)(C3)CN(C(OCC3=CC=CC=C3)=O)C)CCC2 benzyl N-[[2-[4-[(5-cyclopentyl-1H-pyrazol-3-yl)amino]-6,7-dihydro-5H-cyclopenta[d]pyrimidin-2-yl]-2-azabicyclo[2.1.1]hexan-4-yl]methyl]-N-methyl-carbamate